FC1=C(OC=2C=NC3=CC(=NC=C3C2)C(C(F)(F)F)N2CC(C(CC2)(F)F)C=2C=CC(NC2)=O)C=CC(=C1)F 5-(1-(1-(3-(2,4-Difluorophenoxy)-1,6-naphthyridin-7-yl)-2,2,2-trifluoroethyl)-4,4-difluoropiperidin-3-yl)pyridin-2(1H)-one